sodium lanthanum zirconium oxygen [O].[Zr].[La].[Na]